C1(=CC(=CC=C1)C1=CC2=C(N=C3C(=NC=N3)O2)C=C1)C 6-(3-tolyl)-1,4-benzoxazinoimidazole